C1(CC1)C1=C(C(=NO1)C1=C(C=CC=C1Cl)Cl)CO[C@H]1[C@@H]2C(N([C@H](C1)C2)C2=CC=C(C(=O)NS(=O)(=O)C1CCOCC1)C=C2)=O 4-[(1S,4R,5R)-5-{[5-cyclopropyl-3-(2,6-dichlorophenyl)-1,2-oxazol-4-yl]methoxy}-3-oxo-2-azabicyclo[2.2.1]heptan-2-yl]-N-(oxane-4-sulfonyl)benzamide